triethylorthoacetate C(C)(OCC)(OCC)OCC